7-(3-hydroxyoxetan-3-yl)imidazo[1,2-a]pyridin-3-yl-6-methoxy-benzamide OC1(COC1)C1=CC=2N(C=C1)C(=CN2)C2=C(C(=O)N)C(=CC=C2)OC